(S)-2-(cyanomethyl)piperazine-1-carboxylic acid benzyl ester hydrochloride Cl.C(C1=CC=CC=C1)OC(=O)N1[C@H](CNCC1)CC#N